benzyl ((S)-1-((1R,2S,5S)-6,6-dimethyl-2-(((S)-1-oxo-3-((S)-2-oxopyrrolidin-3-yl)propan-2-yl)carbamoyl)-3-azabicyclo[3.1.0]hexan-3-yl)-1-oxo-3-phenylpropan-2-yl)carbamate CC1([C@H]2CN([C@@H]([C@@H]12)C(N[C@H](C=O)C[C@H]1C(NCC1)=O)=O)C([C@H](CC1=CC=CC=C1)NC(OCC1=CC=CC=C1)=O)=O)C